(S)-6-chloro-2-((6-ethyl-5-oxo-5,6,7,8-tetrahydropyrido[4,3-d]pyrimidin-2-yl)amino)-2,3-dihydro-1H-indene-4-carbonitrile ClC=1C=C(C=2C[C@H](CC2C1)NC=1N=CC2=C(N1)CCN(C2=O)CC)C#N